C(C)(C)OC(=O)NC1=CC2=C(C3=C(O2)C=CC(=C3)S(=O)(=O)N[C@@H](C(=O)O)C(C)C)C=C1 (R)-2-(7-(isopropoxycarbonylamino)dibenzo[b,d]furan-2-sulfonamido)-3-methyl-butanoic acid